NC=1SC(=NN1)C(F)(F)F 2-amino-5-trifluoromethyl-1,3,4-thiadiazole